COC1=C(C=NCCO)C=CC=C1 2-((2-methoxybenzylidene)amino)ethanol